1,1-dimethyl-1H-benzo[e]indolium CC1(C=[NH+]C=2C=CC3=C(C12)C=CC=C3)C